CC1=C(OC=2C(=C(C=CC2)C(=O)C=2C(=NN(C2O)C)C)[N+](=O)[O-])C(=CC=C1)C (3-(2,6-dimethylphenoxy)-2-nitrophenyl)(5-hydroxy-1,3-dimethyl-1H-pyrazol-4-yl)methanone